3-(7-azabicyclo[2.2.1]heptan-7-yl)-2-fluoro-4-((pyrrolidin-1-ylsulfonyl)carbamoyl)benzoic acid C12CCC(CC1)N2C=2C(=C(C(=O)O)C=CC2C(NS(=O)(=O)N2CCCC2)=O)F